Cl.C1(=CC=CC=C1)N(N)C1=CC=CC=C1 1,1-diphenyl-hydrazine hydrochloride salt